OC=1C(=C(C(=CC1)C)NC(=O)C1=CN=C(S1)NC1=NN(C=C1)[C@H]1CN(CC1)C(=O)OC(C)(C)C)C tert-Butyl (3R)-3-[3-[[5-[(3-hydroxy-2,6-dimethyl-phenyl)carbamoyl]thiazol-2-yl]amino]pyrazol-1-yl]pyrrolidine-1-carboxylate